CN(C(=O)C=1C=C(C=CC1O)NC(=O)C1=CC=2C(=CN=CC2C=2C=C3C(=NC2)NC=C3)S1)C N-(3-(dimethylcarbamoyl)-4-hydroxyphenyl)-4-(1H-pyrrolo[2,3-b]pyridin-5-yl)thieno[2,3-c]pyridine-2-carboxamide